COC1=NC2=CC=C(C=C2N=C1)C(C)O 1-(2-methoxyquinoxalin-6-yl)ethan-1-ol